C(C(C)(C)C)NC=1N=CC2=C(N1)NC=C2C2=CC=1N(C=C2)N=CC1C(=O)N1CCCCC1 (5-(2-(neopentylamino)-7H-pyrrolo[2,3-d]pyrimidin-5-yl)pyrazolo[1,5-a]pyridin-3-yl)(piperidin-1-yl)methanone